C12C(CC(C=C1)C2)CN2C(C(=C(C2=O)C)C)=O 1-(Bicyclo[2.2.1]hept-5-en-2-ylmethyl)-3,4-dimethyl-1H-pyrrole-2,5-dione